C1(OC(C(F)O1)(F)F)=O 1,1,2-Trifluoroethylene carbonate